FC(S(=O)(=O)OC=1C=C2C[C@H](N([C@@H](C2=CC1)C1=C(C=C(C=C1F)NC1CN(C1)CCCF)F)C1=CC=CC=C1)C)(F)F (1S,3R)-1-(2,6-difluoro-4-((1-(3-fluoropropyl) azetidin-3-yl) amino) phenyl)-3-methyl-2-phenyl-1,2,3,4-tetrahydroisoquinolin-6-yl trifluoromethanesulfonate